5-amino-7-(2-(4-(4-cyano-2-fluorophenyl)piperazin-1-yl)ethyl)-9-methyl-2-(pyridin-2-yl)-7H-pyrrolo[3,2-e][1,2,4]Triazolo[1,5-c]Pyrimidine-8-carboxylic acid NC1=NC2=C(C=3N1N=C(N3)C3=NC=CC=C3)C(=C(N2CCN2CCN(CC2)C2=C(C=C(C=C2)C#N)F)C(=O)O)C